FC1(CCC(CC1)CN1N=C(C(=C1C(=O)NC1=C(C(=NC=C1)C(=O)O)C)C(F)(F)F)C)F 4-(1-((4,4-difluorocyclohexyl)methyl)-3-methyl-4-(trifluoromethyl)-1H-pyrazole-5-carboxamido)-3-methylpicolinic acid